4,4'-(chloro(phenyl)methylene)bis(methoxybenzene) COC1=CC=C(C=C1)C(C2=CC=CC=C2)(C3=CC=C(C=C3)OC)Cl